4-chloro-3-fluoro-7-(4-fluoro-2-methoxy-phenyl)thieno[3,2-c]pyridine-6-carboxamide ClC1=NC(=C(C2=C1C(=CS2)F)C2=C(C=C(C=C2)F)OC)C(=O)N